NCCCCCCCCN(C(OCC1=CC=CC=C1)=O)C1CCC(CC1)NC1=NC=C(C(=N1)C=1C=NN(C1CC1CC1)C)Cl Benzyl (8-aminooctyl)((1r,4r)-4-((5-chloro-4-(5-(cyclopropylmethyl)-1-methyl-1H-pyrazol-4-yl)pyrimidin-2-yl)amino)cyclohexyl)carbamate